4-{[(tert-butoxycarbonyl)amino]methyl}cyclohexane-1-carboxylic acid C(C)(C)(C)OC(=O)NCC1CCC(CC1)C(=O)O